(R)-N-(2-methyl-3,4-dihydro-2H-[1,4]dioxepino[2,3-b]pyridin-9-yl)carboxamide C[C@H]1OC=2C(=NC=CC2NC=O)OCC1